N1=CC=C(C=C1)\C=C\C1=CC=NC=C1 (E)-1,2-bis(pyridine-4-yl)ethylene